CC1(CC(OCC1)CC(C)C)O tetrahydro-4-methyl-2-(2-methylpropyl)-2H-pyran-4-ol